ClC1=C(C=CC=C1F)CC(=O)NC1=CC(=NC=C1)N(C(C)=O)C1=CC(=CC=C1)Cl N-{4-[2-(2-chloro-3-fluorophenyl)acetamido]pyridin-2-yl}-N-(3-chlorophenyl)acetamide